S1C(=NC=C1)C1=C(C=CC=C1N)O 2-thiazolyl-aminophenol